C(C)OC(=O)C=1C(N(C(N(C1)CCC)=O)C1=CC=C(C=C1)F)=O 3-(4-fluorophenyl)-1-propyl-2,4-dioxo-1,2,3,4-tetrahydropyrimidine-5-carboxylic acid ethyl ester